[Cu+2].[Cu+2].N(=[N+]=[N-])C(C(N1N=NN=C1)(N1N=NN=C1)N=[N+]=[N-])(N=[N+]=[N-])N=[N+]=[N-] tetraazido-di(tetrazol-1-yl)ethane dicopper(II)